(R)-1-(2-(3-methylmorpholino)-7-(1H-pyrazol-5-yl)imidazo[1,5-b]pyridazin-4-yl)cyclopropane-1-carbonitrile C[C@@H]1COCCN1C=1C=C(C=2N(N1)C(=NC2)C2=CC=NN2)C2(CC2)C#N